P1(=O)(OC2=C(C=C(C=C2C(C)(C)C)C)CC2=C(C(=CC(=C2)C)C(C)(C)C)O1)[O-].[Na+] sodium 2,2'-methylene-bis(4-methyl-6-tert-butylphenyl) phosphate